BrC1=CC=C(C=C1)N1CCC(CC1)C#N (4-bromophenyl)piperidine-4-carbonitrile